C(#N)N=C(NCCCCCCC1CN(CC1)C(=O)C=1OC=CC1)NC1=C(C=NC=C1)F 2-cyano-1-(6-(1-(furoyl)pyrrolidine-3-yl)hexyl)-3-(3-fluoro-4-pyridinyl)guanidine